C(CCCCCCCCCCCCCCCCC)[S+](C)C Octadecyl-dimethyl-sulfonium